FC=1C=C2C(=NC=NC2=CC1)N1CC=2C=C(C=NC2CC1)N1C=2N(C(CC1)C)N=CC2 6-fluoro-4-(3-(7-methyl-6,7-dihydropyrazolo[1,5-a]pyrimidin-4(5H)-yl)-7,8-dihydro-1,6-naphthyridin-6(5H)-yl)quinazoline